5-(2-((5-(5-(aminomethyl)isoquinolin-4-yl)-4,6-dioxo-1-(3,4,5-trifluorobenzyl)-1,4,5,6-tetrahydro-1,3,5-triazin-2-yl)amino)-3-chloro-5-methoxyphenyl)pentanoic acid NCC1=C2C(=CN=CC2=CC=C1)N1C(N=C(N(C1=O)CC1=CC(=C(C(=C1)F)F)F)NC1=C(C=C(C=C1Cl)OC)CCCCC(=O)O)=O